(4-benzhydrylpiperazin-1-yl)(4-methylpyridin-3-yl)methanone C(C1=CC=CC=C1)(C1=CC=CC=C1)N1CCN(CC1)C(=O)C=1C=NC=CC1C